ClC1=C(N=CN1C)S(=O)(=O)N1CCC(CC1)C=1C(=CC=2N(C1)N=CN2)C 6-(1-((5-chloro-1-methyl-1H-imidazol-4-yl)sulfonyl)piperidin-4-yl)-7-methyl-[1,2,4]triazolo[1,5-a]pyridine